ClC1=CC(=C(C=C1)N(S(=O)(=O)C=1C=CC2=C(C(=CO2)C)C1)CC)CNCC=1SC=CC1 5-(N-(4-chloro-2-(((thiophen-2-ylmethyl)amino)methyl)phenyl)-N-ethylsulfamoyl)-3-methylbenzofuran